FC=1C=CC(=C(C1)C=1SC(=CN1)[C@@H](C)NC(=O)C1=NN(C(C=C1)=O)C1=C(C=CC=C1)F)CNC N-[(1R)-1-[2-[5-fluoro-2-(methylaminomethyl)phenyl]thiazol-5-yl]ethyl]-1-(2-fluorophenyl)-6-oxo-pyridazine-3-carboxamide